C(C)(=O)C1=NN(C=C1Br)C1CCN(CC1)C(=O)OC(C)(C)C tert-butyl 4-(3-acetyl-4-bromo-1H-pyrazol-1-yl)piperidine-1-carboxylate